ethyl 3-((4-chloro-2-methylphenyl) amino)-2-(hydroxyimino)-3-oxopropionate ClC1=CC(=C(C=C1)NC(C(C(=O)OCC)=NO)=O)C